C(CCC)N(C1=CC=CC=N1)C 6-(butyl-(methyl)amino)pyridin